FC(C1=NN=C(O1)C1=CC(=NC=C1)C=1N(C=CN1)CC=1C=CC(=C(C#N)C1)F)F 5-[(2-{4-[5-(Difluoromethyl)-1,3,4-oxadiazol-2-yl]pyridin-2-yl}-1H-imidazol-1-yl)methyl]-2-fluorobenzonitrile